tert-butyl (3-hydroxy-4-methoxyphenyl)carbamate OC=1C=C(C=CC1OC)NC(OC(C)(C)C)=O